NC=1C2=C(N=CN1)N(C=C2CC2CCCCC2)[C@@H]2O[C@@H]([C@H]([C@H]2O)O)CSCC=2C(=NOC2C2=CC=CC=C2)C (2R,3R,4S,5S)-2-(4-Amino-5-(cyclohexylmethyl)-7H-pyrrolo[2,3-d]pyrimidin-7-yl)-5-((((3-methyl-5-phenylisoxazol-4-yl)methyl)thio)methyl)tetrahydrofuran-3,4-diol